C(C1=CC=CC=C1)(=O)OC(C)C1=CC=CC=C1 1-phenylethyl benzoate